{[bis(dimethylfluoreneyl)triazinyl]phenyl}thiaazaindenofluorene CC=1C(=C(C=2CC3=CC=CC=C3C2C1)C1=C(C(=NN=N1)C1=C(C=CC=C1)C1=NSC2=CC3=C(C=CC=4C=5C=CC=CC5CC34)C2=C1)C1=C(C(=CC=2C3=CC=CC=C3CC12)C)C)C